1,3-dihydro-2H-pyrrolo[2,3-c]pyridin-2-one N1C(CC=2C1=CN=CC2)=O